C1(CCCCC1)[Si](COC)(COC)C1CCCCC1 dicyclohexylbis(methoxymethyl)silane